5-(1-(2,3-difluorophenyl)-2-oxo-2,3-dihydro-1H-benzo[d]imidazol-4-yl)-N-(4-fluorophenyl)-2-methylbenzamide FC1=C(C=CC=C1F)N1C(NC2=C1C=CC=C2C=2C=CC(=C(C(=O)NC1=CC=C(C=C1)F)C2)C)=O